OCCOC1=C(C=C(C=C1C=1C2=CC=CC=C2C=2C=CC=CC2C1)S(=O)(=O)C1=CC(=C(OCCO)C(=C1)C=1C2=CC=CC=C2C=2C=CC=CC2C1)C=1C2=CC=CC=C2C=2C=CC=CC2C1)C=1C2=CC=CC=C2C=2C=CC=CC2C1 2-[4-[4-(2-hydroxyethoxy)-3,5-bis(phenanthr-9-yl)phenyl]sulfonyl-2,6-bis(phenanthr-9-yl)phenoxy]ethanol